N=1C=NN2C1C=C(C=C2)OC2=CC=C(C=C2)NC=2C1=C(N=CN2)C=CC(=N1)C1CNCCC1 N-(4-([1,2,4]triazolo[1,5-a]pyridin-7-yloxy)phenyl)-6-(piperidin-3-yl)pyrido[3,2-d]pyrimidin-4-amine